ClC=1C(=C2N=C(N=C3C2=C(CCC2CCCCCN32)N1)S(=O)(=O)CC)F 2-chloro-12-(ethylsulfonyl)-1-fluoro-4,5,5a,6,7,8,9,10-octahydro-3,10a,11,13-tetraazanaphtho[1,8-ab]heptalene